ClC1=C(CN2CCNCC2)C=CC=C1 1-(2-chlorobenzyl)piperazine